BrC=1C=C2C(=CNC2=CC1)NC1=NC2=C(N1)C=CC=C2C N-(5-bromo-1H-indol-3-yl)-4-methyl-1H-benzo[d]imidazol-2-amine